isooctyltrimethylsilane C(CCCCC(C)C)[Si](C)(C)C